Methyl (S)-4-(2-((((9H-fluoren-9-yl)methoxy)carbonyl)amino)propanamido)-2-iodobenzoate C1=CC=CC=2C3=CC=CC=C3C(C12)COC(=O)N[C@H](C(=O)NC1=CC(=C(C(=O)OC)C=C1)I)C